(R)-2-((1-(3-(4-(4-(aminomethyl)phenyl)piperazin-1-yl)-2-cyano-7-methylquinoxalin-5-yl)ethyl)amino)benzoic acid NCC1=CC=C(C=C1)N1CCN(CC1)C=1C(=NC2=CC(=CC(=C2N1)[C@@H](C)NC1=C(C(=O)O)C=CC=C1)C)C#N